N1=CC(=CC=C1)OCCC(=O)O 3-(pyridin-3-yloxy)propanoic acid